1-(4-bromo-2-methoxyphenyl)-4-(methylthio)pyrrolo[1,2-d][1,2,4]triazine BrC1=CC(=C(C=C1)C=1C=2N(C(=NN1)SC)C=CC2)OC